C(C)OC(CC1CC(C1)NCCCCCCCCC(=O)OCC)=O ethyl 9-{[(1r,3r)-3-(2-ethoxy-2-oxoethyl)cyclobutyl]amino}nonanoate